monooleic acid amide C(CCCCCCC\C=C/CCCCCCCC)(=O)N